(2S)-6-chloro-4-oxo-N-[3-(2-{[6-(trifluoromethyl)pyridin-3-yl]oxy}acetamido)bicyclo[1.1.1]pentan-1-yl]-3,4-dihydro-2H-1-benzopyran-2-carboxamide ClC=1C=CC2=C(C(C[C@H](O2)C(=O)NC23CC(C2)(C3)NC(COC=3C=NC(=CC3)C(F)(F)F)=O)=O)C1